CC=1SC(=C(N1)C)C1=NN(C(C=C1)=O)CCNC(=O)C1=C(N=NS1)C N-[2-[3-(2,4-dimethyl-1,3-thiazol-5-yl)-6-oxopyridazin-1-yl]ethyl]-4-methylthiadiazole-5-carboxamide